4-amino-7-cyclopropyl-5-methoxy-1-(pyridin-3-yl)quinazolin-2(1H)-one tert-butyl-(S)-3-[4-(3-chloro-2,4-difluoro-anilino)pyrido[3,2-d]pyrimidin-6-yl]piperidine-1-carboxylate C(C)(C)(C)OC(=O)N1C[C@H](CCC1)C=1C=CC=2N=CN=C(C2N1)NC1=C(C(=C(C=C1)F)Cl)F.NC1=NC(N(C2=CC(=CC(=C12)OC)C1CC1)C=1C=NC=CC1)=O